C1=CC=CC=2C3=CC=CC=C3C(C12)COC(=O)N[C@H](C(=O)O)CCC(=O)NC1CCCCC1 (S)-2-((((9H-fluoren-9-yl)methoxy)carbonyl)amino)-5-(cyclohexylamino)-5-oxopentanoic acid